FC(C1=C(C=CC(=O)O)C=CC=C1)(F)F 2-trifluoromethyl-cinnamic acid